[Si](C)(C)(C(C)(C)C)O[C@H]1C[C@@H]2CC[C@H]3[C@@H]4CCC([C@@]4(C)CC[C@@H]3[C@]2(CC1)C)=O 3α-(tert-butyldimethylsilyloxy)-5α-androstan-17-one